2-(3-Isopropylbicyclo[1.1.1]pentan-1-yl)-4,4-dimethylcyclohex-1-enecarbaldehyde C(C)(C)C12CC(C1)(C2)C2=C(CCC(C2)(C)C)C=O